F[P-](F)(F)(F)(F)F.C1(=CC=CC=C1)C=1C=C(SC1)[S+](C1=CC=CC=C1)C1=CC=CC=C1 4-phenylthienyl-diphenyl-sulfonium hexafluorophosphate